(1'R,2'S,3'S,5'S)-3'-(4-iodophenyl)-2'-(methoxycarbonyl)Spiro[azetidine-1,8'-bicyclo[3.2.1]octane]-1-ium IC1=CC=C(C=C1)[C@@H]1[C@@H]([C@H]2CC[C@@H](C1)[N+]21CCC1)C(=O)OC